(S)-5-amino-3,3-difluorocyclohex-1-ene-1-carboxylic acid hydrochloride Cl.N[C@@H]1CC(C=C(C1)C(=O)O)(F)F